O(C1=CC=CC=C1)C1=CC=C(C=C1)[C@H]1SCC[C@H](NC1=O)CNCC1=NC=NC=C1 (2R,5S)-2-(4-phenoxyphenyl)-5-[(pyrimidin-4-ylmethylamino)methyl]-1,4-thiazepan-3-one